ClC1=CC(=C(C=C1)[C@@]1(OC2=C(C=CC=C2C=C1)C1CCN(CC1)CC1=NC=2C(=NC(=CC2)C(=O)O)N1C[C@H]1OCC1)[2H])F 2-((4-((R)-2-(4-chloro-2-fluorophenyl)-2H-chromen-8-yl-2-d)piperidin-1-yl)methyl)-3-(((S)-oxetan-2-yl)methyl)-3H-imidazo[4,5-b]pyridine-5-carboxylic acid